O1C(=NC=C1)C(=O)N 1,3-oxazol-2-carboxamid